3-(4-ethoxy-3-methoxy-phenyl)-5-(4-piperidinyl)-1,2,4-oxadiazole hydrochloride salt Cl.C(C)OC1=C(C=C(C=C1)C1=NOC(=N1)C1CCNCC1)OC